C(CCCCCCCCC)OCOCC/C=C/CC[Mg]I (3E)-6-(decyloxymethoxy)-3-hexenyl-magnesium iodide